(3R,6aS)-5-[[6-(2,4-dimethylpyrazol-3-yl)pyridazin-3-yl]oxymethyl]-2-[(4-fluorophenyl)methyl]-3,3a,4,5,6,6a-hexahydro-1H-cyclopenta[c]pyrrole CN1N=CC(=C1C1=CC=C(N=N1)OCC1CC2[C@@H](CN(C2)CC2=CC=C(C=C2)F)C1)C